C(C1=CC=CC=C1)OC=1C(=C(OC=2C=C(C(=O)OC)C=CN2)C=CC1)C1OCCO1 methyl 2-(3-(benzyloxy)-2-(1,3-dioxolan-2-yl)phenoxy)isonicotinate